O[C@@H]1C[C@H](CC1)NC(=O)C1=CC(=C(N1)C(=O)NC)O[C@@H](C)C1=CC=CC=C1 N5-((1S,3S)-3-hydroxycyclopentyl)-N2-methyl-3-((S)-1-phenylethoxy)-1H-pyrrole-2,5-dicarboxamide